(S)-2-(1-amino-1,3-dihydrospiro[indene-2,4'-piperidine]-1'-yl)-5-(3-(6-methoxypyridin-3-yl)prop-1-yn-1-yl)-3-methylpyrimidin-4(3H)-one N[C@@H]1C2=CC=CC=C2CC12CCN(CC2)C2=NC=C(C(N2C)=O)C#CCC=2C=NC(=CC2)OC